FC(C(=O)[O-])(F)F.COCCOCCOCCOCCOC1=C2C(=CNC2=CC=C1)CC[NH+](C)C 2-(4-((2,5,8,11-tetraoxatridecan-13-yl)oxy)-1H-indol-3-yl)-N,N-dimethylethan-1-aminium trifluoroacetate